(2R)-oxetanylmethyl-isoindole-1,3-dione O1[C@@H](CC1)CC1=C2C(NC(C2=CC=C1)=O)=O